7-(4-(tert-butyl)phenyl)-3-(4-((2-methoxyethoxy)methoxy)-3-nitrophenyl)-2,3-dihydro-4H-benzo[e][1,3]oxazin-4-one C(C)(C)(C)C1=CC=C(C=C1)C1=CC2=C(C(N(CO2)C2=CC(=C(C=C2)OCOCCOC)[N+](=O)[O-])=O)C=C1